4-(3-(6-Chloro-5-ethylpyridin-3-yl)-4,4-dimethyl-5-oxo-2-thioxoimidazolidin-1-yl)-2-(trifluoromethyl)benzonitrile ClC1=C(C=C(C=N1)N1C(N(C(C1(C)C)=O)C1=CC(=C(C#N)C=C1)C(F)(F)F)=S)CC